C(CCCCCCC\C=C\CCCC)(=O)O (9E)-tetradec-9-enoic acid